C(C=C)(=O)O.C(C)(C)NC(C=C)=O N-isopropyl-acrylamide, acrylic acid salt